FC1=C(OC2=NC=C(C=N2)CN2C(CC[C@@H]2C)=O)C=CC(=C1)F (5S)-1-{[2-(2,4-difluorophenoxy)pyrimidin-5-yl]methyl}-5-methylpyrrolidin-2-one